3-mercapto-2,2-dimethylpropane-1-ol SCC(CO)(C)C